FC(C1(CC1)N1N=NC(=C1)C(=O)NCC=1SC(=NN1)C1=CC=CC=C1)F 1-(1-(difluoromethyl)cyclopropyl)-N-((5-phenyl-1,3,4-thiadiazol-2-yl)methyl)-1H-1,2,3-triazole-4-carboxamide